FC1=C(C=CC=C1)NC1=C(N=C2C(=N1)N=C(O2)C2=CC(=CC=C2)F)NC2=C(C=CC=C2)F N5,N6-BIS(2-FLUOROPHENYL)-2-(3-FLUOROPHENYL)OXAZOLO[4,5-B]PYRAZINE-5,6-DIAMINE